(2-(2-ethyl-3-((4-(4-fluorophenyl)thiazol-2-yl)(methyl)amino)imidazo[1,2-a]pyridin-6-yl)-4,5-dihydrooxazol-4-yl)methanol C(C)C=1N=C2N(C=C(C=C2)C=2OCC(N2)CO)C1N(C)C=1SC=C(N1)C1=CC=C(C=C1)F